8-methoxy-9-(2-methyl-2H-tetrazol-5-yl)-1-propyl-5,6-dihydropyrrolo[2,1-a]isoquinoline-3-carboxylic acid COC=1C=C2CCN3C(C2=CC1C=1N=NN(N1)C)=C(C=C3C(=O)O)CCC